4-((5,5-dimethyltetrahydrofuran-3-yl)amino)pyrido[3,4-d]pyridazin CC1(CC(CO1)NC=1N=NC=C2C1C=NC=C2)C